C1=CC=C2C(=C1)NC(=N2)CC(F)(F)F trifluoroethyl-benzimidazole